tert-butyl 4-hydroxy-4-([1-[4-(3-hydroxy-3-methylpyrrolidin-1-yl)phenyl]-4-oxo-1H,4H,5H-pyrazolo[3,4-d]pyrimidin-5-yl]methyl)piperidine-1-carboxylate OC1(CCN(CC1)C(=O)OC(C)(C)C)CN1C=NC2=C(C1=O)C=NN2C2=CC=C(C=C2)N2CC(CC2)(C)O